CC1=CC=C(OC=2C=C(C=CC2)O)C=C1 3-(4-methylphenoxy)phenol